6-[5-[2-[[1-Methyl-3-(methylamino)-6,7-dihydro-5H-cyclopenta[c]pyridin-6-yl]methylamino]ethyl]-2-oxo-1,3-oxazolidin-3-yl]-4H-pyrido[3,2-b][1,4]oxazin-3-one CC1=NC(=CC2=C1CC(C2)CNCCC2CN(C(O2)=O)C=2C=CC=1OCC(NC1N2)=O)NC